(R)-N-((-)-1-(3-amino-4-fluorophenyl)-1-(3-cyanophenyl)-3-cyclopropylpropyl)-2-methylpropane-2-sulfinamide NC=1C=C(C=CC1F)C(CCC1CC1)(C1=CC(=CC=C1)C#N)N[S@](=O)C(C)(C)C